FC(C[C@@H](C(=O)N(C)CCC(C)C)NC(=O)[C@@H]1[C@H](O1)C(=O)OCC)(F)F Ethyl (2S,3S)-3-(((S)-4,4,4-trifluoro-1-(isopentyl(methyl)amino)-1-oxobutan-2-yl)carbamoyl)oxirane-2-carboxylate